NCCCN(C1CCC(CC1)N1N=CC(=C(C1=O)Cl)NC[C@H]1COCCC1)C1=CC=C(C=C1)F 2-((1r,4S)-4-((3-aminopropyl)(4-fluorophenyl)amino)cyclohexyl)-4-chloro-5-((((S)-tetrahydro-2H-pyran-3-yl)methyl)amino)pyridazin-3(2H)-one